CC=1C(=C(C(=NC1)C)C)C Tetramethyl-pyridine